NC1CCC2(CCN(CC2)C[C@H]2CN(CC2)C=2N=CN=NC2OC2=C(C(=O)N(C(C)C)C(C)C)C=C(C=C2)F)CC1 (S)-2-((5-(3-((9-amino-3-azaspiro[5.5]undec-3-yl)methyl)pyrrolidin-1-yl)-1,2,4-triazin-6-yl)oxy)-5-fluoro-N,N-diisopropylbenzamide